Dioxolanequinone O1C(OC(C1)=O)=O